4-[(trans)-2-methylcyclopropyl]-2-[(3R)-3-methylmorpholin-4-yl]-8-[1-(tetrahydro-2H-pyran-2-yl)-1H-pyrazol-5-yl]-1,7-naphthyridine C[C@H]1[C@@H](C1)C1=CC(=NC2=C(N=CC=C12)C1=CC=NN1C1OCCCC1)N1[C@@H](COCC1)C